C(C)(C)(C)C=1SC(=CN1)C(=O)NCC1=C(C=C(C=C1)C1=CN=NC(=C1)NC=1C=NN(C1)C)C 2-(tert-butyl)-N-(2-methyl-4-(6-((1-methyl-1H-pyrazol-4-yl)amino)pyridazin-4-yl)benzyl)thiazole-5-carboxamide